N1(CCOCC1)N1CCOCC1 4-(4-morpholinyl)morpholine